C(=O)(O)C1OC=CC=C1 Carboxypyran